4-chloro-6-(2,2,2-trifluoroethyl)thieno[2,3-d]Pyrimidine ClC=1C2=C(N=CN1)SC(=C2)CC(F)(F)F